(5Z)-5-[(4-pyridin-4-yl-quinolin-6-yl)methyl]-1,4-thiazolidine-2-one N1=CC=C(C=C1)C1=CC=NC2=CC=C(C=C12)CC1NCC(S1)=O